trans-N-t-butoxycarbonyl-4-{2-[4-(2,3-dichlorophenyl)-piperazin-1-yl]-2-oxo-ethyl}-cyclohexylamine C(C)(C)(C)OC(=O)N[C@@H]1CC[C@H](CC1)CC(=O)N1CCN(CC1)C1=C(C(=CC=C1)Cl)Cl